tetrachloro-1,3-dimethyldisiloxane Cl[Si](O[Si](C)(Cl)Cl)(C)Cl